FC(C1=NN(C(=C1)C)C1=NC(=CC=C1CO)N1C=NC2=C1C=CC(=C2)NC2=CC1=C(N=N2)CCOC1)F [2-[3-(difluoromethyl)-5-methyl-pyrazol-1-yl]-6-[5-(7,8-dihydro-5H-pyrano[4,3-c]pyridazin-3-ylamino)benzimidazol-1-yl]-3-pyridyl]methanol